FC1=CC=CC=2C=3N(C(=NC12)N)N=C(C3)C=3OC(=NN3)CC3=CC=C1C=CC=NC1=C3 7-fluoro-2-(5-(quinolin-7-ylmethyl)-1,3,4-oxadiazol-2-yl)pyrazolo[1,5-c]quinazolin-5-amine